FC1=C(C(=CC=C1)C)N1CC(C1)C1=CC(=C(CN2CCC(CC2)C(=O)O)C(=C1)C)C 1-(4-(1-(2-fluoro-6-methylphenyl)azetidin-3-yl)-2,6-dimethylbenzyl)-piperidine-4-carboxylic acid